C1=CC=C2C(=C1)C=C(C=C2O)N 3-aminonaphthol